6-(5-(5-methyl-2-(2H-1,2,3-triazol-2-yl)benzoyl)hexahydropyrrolo[3,4-c]pyrrol-2(1H)-yl)pyridin-2(1H)-one CC=1C=CC(=C(C(=O)N2CC3C(C2)CN(C3)C3=CC=CC(N3)=O)C1)N1N=CC=N1